C1(=C(C=CC=C1)[Mg]Cl)C toluylmagnesium chloride